NC1C(NCCC1)=O 3-aminopiperidone